B([O-])([O-])[O-].C(CCC)C1(C(C(C(=C(C1F)F)F)([N+](C1=C(C(=C(C(=C1F)F)F)F)F)(C1=C(C(=C(C(=C1F)F)F)F)F)C1=C(C(=C(C(=C1F)F)F)F)F)CCCC)(F)CCCC)F.C(CCC)C1(C(C(C(=C(C1F)F)F)(CCCC)[N+](C1=C(C(=C(C(=C1F)F)F)F)F)(C1=C(C(=C(C(=C1F)F)F)F)F)C1=C(C(=C(C(=C1F)F)F)F)F)(CCCC)F)F.C(CCC)C1(C(C(C(=C(C1F)F)F)(CCCC)[N+](C1=C(C(=C(C(=C1F)F)F)F)F)(C1=C(C(=C(C(=C1F)F)F)F)F)C1=C(C(=C(C(=C1F)F)F)F)F)(CCCC)F)F tributyl-tetra(pentafluorophenyl)ammonium borate